1-(4'-tert-butylphenyl)-3-(4'-methoxyphenyl)-propane-1,3-dione C(C)(C)(C)C1=CC=C(C=C1)C(CC(=O)C1=CC=C(C=C1)OC)=O